2-(4'-((2S,5R)-4-(2-cyanopropanoyl)-2,5-dimethylpiperazin-1-yl)spiro[cyclobutane-1,5'-pyrrolo[2,3-d]pyrimidin]-7'(6'H)-yl)isonicotinonitrile C(#N)C(C(=O)N1C[C@@H](N(C[C@H]1C)C=1C2=C(N=CN1)N(CC21CCC1)C=1C=C(C#N)C=CN1)C)C